6-chloropyrido[3,2-d]pyrimidin-4(3H)-one ClC=1C=CC=2N=CNC(C2N1)=O